(4-{2-Hydroxy-3-[(2-methoxyphenyl)oxy]propyl}piperazin-1-yl)-3-phenylbutan-2-ol OC(CN1CCN(CC1)CC(C(C)C1=CC=CC=C1)O)COC1=C(C=CC=C1)OC